CN(C(N(C)CO[P])=NC)C (tetramethylguanidino)methoxyphosphorus